3-benzyl-1-(trans-4-((5-cyano-4-((2-hydroxypropyl)amino)pyrimidin-2-yl)amino)cyclohexyl)-1-(5-(1-methyl-1H-pyrazol-4-yl)pyridin-2-yl)urea C(C1=CC=CC=C1)NC(N(C1=NC=C(C=C1)C=1C=NN(C1)C)[C@@H]1CC[C@H](CC1)NC1=NC=C(C(=N1)NCC(C)O)C#N)=O